CN(C)CC1=CC=2N(C=C1)C(=CN2)C2=C1CNC(C1=C(C=C2)NC2=NC=C(C=C2)N2CCC(CC2)O)=O 4-(7-((dimethyl-amino)methyl)imidazo[1,2-a]pyridin-3-yl)-7-((5-(4-hydroxy-piperidin-1-yl)pyridin-2-yl)amino)isoindolin-1-one